(4-(1-isopropyl-4-(trifluoromethyl)-1H-imidazol-2-yl)-3-methylphenyl)-methanamine C(C)(C)N1C(=NC(=C1)C(F)(F)F)C1=C(C=C(C=C1)CN)C